ClC=1N=C(C2=C(N1)C(=C(O2)C(=O)O)C(F)(F)F)N2CCOCC2 2-chloro-4-morpholino-7-(trifluoromethyl)furo[3,2-d]pyrimidine-6-carboxylic acid